methyl [2-bromo-3-({(1R,3R)-3-[(tert-butoxycarbonyl)amino]cyclopentyl}oxy)phenyl]acetate BrC1=C(C=CC=C1O[C@H]1C[C@@H](CC1)NC(=O)OC(C)(C)C)CC(=O)OC